8-(3,5-dichlorophenyl)-N,N-dimethyl-1,7-naphthyridine-3,4-diamine ClC=1C=C(C=C(C1)Cl)C=1N=CC=C2C(=C(C=NC12)N(C)C)N